2-Fluoro-3-(5-methylthiazol-2-yl)-5-(((R)-tetrahydrofuran-3-yl)oxy)-N-((R)-1-(2-(trisFluoromethyl)pyrimidin-5-yl)ethyl)benzamide FC1=C(C(=O)N[C@H](C)C=2C=NC(=NC2)C(F)(F)F)C=C(C=C1C=1SC(=CN1)C)O[C@H]1COCC1